N-{1-[2,4-bis(methoxymethoxy)phenyl]-2,2,2-trifluoroethyl}-2-methylpropane-2-sulfinamide COCOC1=C(C=CC(=C1)OCOC)C(C(F)(F)F)NS(=O)C(C)(C)C